o-chlorobenzoyl chloride ClC1=C(C(=O)Cl)C=CC=C1